rac-3-(2-azabicyclo[2.1.1]hexan-4-yl)-5-(piperidin-1-ylmethyl)-5,6-dihydro-1,4,2-dioxazine C12NCC(C1)(C2)C2=NOC[C@H](O2)CN2CCCCC2 |r|